5-chloro-2-methyl-N-((1r,4r)-4-((2-oxo-1-(2-(trifluoro-methyl)phenyl)-1H-imidazo[4,5-b]pyridin-3(2H)-yl)methyl)cyclohexyl)nicotinamide ClC=1C=NC(=C(C(=O)NC2CCC(CC2)CN2C(N(C=3C2=NC=CC3)C3=C(C=CC=C3)C(F)(F)F)=O)C1)C